C1(CC1)CN1C(=NC2=C1C=CC=C2)C2CCN(CC2)C(=O)C=2C=C1C(=NC2)N(N=C1C)C1=CC(=CC=C1)F (4-(1-(cyclopropylmethyl)-1H-benzo[d]imidazol-2-yl)piperidin-1-yl)(1-(3-fluorophenyl)-3-methyl-1H-pyrazolo[3,4-b]pyridin-5-yl)methanone